C(=O)O.CN(C)CC1=CC=C(C=C1)C=1C=C2C(=NC=NC2=C(C1)OC)NCC=1N=NC(=CC1)C 6-[4-[(Dimethylamino)methyl]phenyl]-8-methoxy-N-[(6-methylpyridazin-3-yl)methyl]quinazolin-4-amine formate